S1CCC2=C1N=CC1(C2)CC(C1)C(=O)O dihydro-4'H-spiro[cyclobutane-1,5'-thieno[2,3-b]pyridine]-3-carboxylic acid